[Mg+2].[In+3].[O-2].[Zn+2] zinc-oxide indium magnesium